2-(((1S)-1-(5-(2,3-bis(4-fluorophenyl)cyclopropyl)-1,2,4-oxadiazol-3-yl)ethyl)carbamoyl)-4-methoxypyridin-3-yl benzoate C(C1=CC=CC=C1)(=O)OC=1C(=NC=CC1OC)C(N[C@@H](C)C1=NOC(=N1)C1C(C1C1=CC=C(C=C1)F)C1=CC=C(C=C1)F)=O